C(C)OC(=O)C=1N=C2N(C=CC(=C2)C2(CC2)C#N)C1S(=O)(=O)CC 7-(1-Cyanocyclopropyl)-3-(ethylsulfonyl)imidazo[1,2-a]pyridine-2-carboxylic acid ethyl ester